CC(CC)N=C=S 2-BUTYLISOTHIOCYANATE